NCC(CNC1=NC=CC=C1)O 1-amino-3-(pyridin-2-ylamino)propan-2-ol